6-(azetidin-3-yl)-3-((8-methoxy-2-(6-methoxypyridin-3-yl)-2,3-dihydrobenzo[b][1,4]dioxin-6-yl)methyl)-3H-imidazo[4,5-b]pyridine 2,2,2-trifluoroacetate FC(C(=O)O)(F)F.N1CC(C1)C=1C=C2C(=NC1)N(C=N2)CC2=CC1=C(OC(CO1)C=1C=NC(=CC1)OC)C(=C2)OC